ethyl 3-chloro-7-(N-(1-cyanocyclopropyl)-N-(4-methoxybenzyl)sulfamoyl)-5-(4-isobutyrylpiperazin-1-yl)imidazo[1,5-a]pyridine-1-carboxylate ClC1=NC(=C2N1C(=CC(=C2)S(N(CC2=CC=C(C=C2)OC)C2(CC2)C#N)(=O)=O)N2CCN(CC2)C(C(C)C)=O)C(=O)OCC